1,1-dimethylpropyl 1-methoxycyclohexyl peroxide COC1(CCCCC1)OOC(CC)(C)C